5-(2-Methyl-1H-pyrrolo[3,2-b]pyridin-1-yl)picolinonitrile CC1=CC2=NC=CC=C2N1C=1C=CC(=NC1)C#N